3-(7-Fluoro-4-oxo-4H,5H-pyrazolo[1,5-a]quinoxalin-5-yl)-N-(5-methoxypyridin-2-yl)propanamide FC=1C=C2N(C(C=3N(C2=CC1)N=CC3)=O)CCC(=O)NC3=NC=C(C=C3)OC